CN1C(=C(C2=NC=CC=C21)C2=CC=C(N2)C(=O)N2C[C@H](CC2)C(=O)NC2=CC(=C(C(=C2)F)F)F)C (S)-1-(5-(1,2-dimethyl-1H-pyrrolo[3,2-b]pyridin-3-yl)-1H-pyrrole-2-carbonyl)-N-(3,4,5-trifluorophenyl)pyrrolidine-3-carboxamide